2-nitro-4-methoxyaniline [N+](=O)([O-])C1=C(N)C=CC(=C1)OC